1-{9-[Methyl(7H-pyrrolo[2,3-d]pyrimidin-4-yl)amino]-3-azaspiro[5.5]undec-3-yl}ethanon CN(C1CCC2(CCN(CC2)C(C)=O)CC1)C=1C2=C(N=CN1)NC=C2